C1(CC1)C1=NC=C(C(=N1)N1CCC(CC1)N1S(N(CC1)CC1=CC=C(C=C1)F)(=O)=O)C#N 2-cyclopropyl-4-(4-(5-(4-fluorobenzyl)-1,1-dioxido-1,2,5-thiadiazolidin-2-yl)piperidin-1-yl)pyrimidine-5-carbonitrile